6-ethyl-5-methyl-3-((3-(2-(2-(methylamino)propanamido)ethyl)phenyl)amino)pyrazine-2-carboxamide C(C)C1=C(N=C(C(=N1)C(=O)N)NC1=CC(=CC=C1)CCNC(C(C)NC)=O)C